N-(4-(4-amino-1-(((2S,4R)-4-fluoro-1-(1H-1,2,4-triazole-1-carbonyl)pyrrolidin-2-yl)methyl)-1H-pyrazolo[3,4-d]pyrimidin-3-yl)benzyl)-5-fluoro-2-methoxybenzamide NC1=C2C(=NC=N1)N(N=C2C2=CC=C(CNC(C1=C(C=CC(=C1)F)OC)=O)C=C2)C[C@H]2N(C[C@@H](C2)F)C(=O)N2N=CN=C2